BrC=1C=CC(=C(NC(C)C)C1)[N+](=O)[O-] 5-bromo-N-isopropyl-2-nitro-aniline